C1(=CCC(=CC1)C(C)C)CO mentha-1,4-dien-7-ol